C(C1=CC=CC=C1)O\C(=C(/C#N)\C1=CC=C(C=C1)[Si](C)(C)C)\C1=CC(=NN1CC)C (Z)-3-(benzyloxy)-3-(1-ethyl-3-methyl-1H-pyrazol-5-yl)-2-(4-(trimethylsilyl)phenyl)acrylonitrile